dodecanoyl-(lauroyl) chloride C(CCCCCCCCCCC)(=O)CCCCCCCCCCCC(=O)Cl